C1(CC1)C1=CC(=C2C(N(C=NN21)CC(=O)O)=O)C2=CC=CC=C2 2-(7-cyclopropyl-4-oxo-5-phenyl-pyrrolo[2,1-f][1,2,4]triazin-3-yl)acetic acid